2-methylthio-1-bromonaphthalene CSC1=C(C2=CC=CC=C2C=C1)Br